C1=CC=CC=2C3=CC=CC=C3C(C12)COC(=O)N[C@@H](CC1=CC(=NC=C1)F)C(=O)O N-{[(9H-fluoren-9-yl)methoxy]carbonyl}-3-(2-fluoropyridin-4-yl)-L-alanine